N-methyl-1-(2-phenyloxazol-4-yl)methylamine CNCC=1N=C(OC1)C1=CC=CC=C1